N,N-diethyl-2-(1-(4-fluorobenzyl)azetidin-3-yl)-1,2,3,4-tetrahydroisoquinolin-6-amine C(C)N(C=1C=C2CCN(CC2=CC1)C1CN(C1)CC1=CC=C(C=C1)F)CC